O1-[2,2-bis(hydroxymethyl)-3-[8-(1-methyloctoxy)-8-oxo-octanoyl]oxy-propyl] O8-(1-methyloctyl) octanedioate C(CCCCCCC(=O)OC(CCCCCCC)C)(=O)OCC(COC(CCCCCCC(=O)OC(CCCCCCC)C)=O)(CO)CO